BrC=1C(=NC(=CC1)C(=O)OC)OC[C@H]1N(CCN(C1)C(=O)OC(C)(C)C)C(=O)OCC1C2=CC=CC=C2C=2C=CC=CC12 (S)-1-((9H-fluoren-9-yl)methyl) 4-tert-butyl 2-(((3-bromo-6-(methoxycarbonyl)pyridin-2-yl)oxy)methyl)piperazine-1,4-dicarboxylate